C(C)(C)C1=C(C=C(C=C1)OC)N1/C(/SCC1=O)=N/C(=O)NC1=CC=C(C=C1)C1=NN(C=N1)C1=CC(=CC=C1)C(F)(F)F (Z)-1-(3-(2-isopropyl-5-methoxyphenyl)-4-oxothiazolidin-2-ylidene)-3-(4-(1-(3-(trifluoromethyl)phenyl)-1H-1,2,4-triazol-3-yl)phenyl)urea